Cl.NC\C=C(\CN1N=NC2=C1C=C(C=C2C2=CC(=CC=C2)S(=O)(=O)N2CC(CC2)(F)F)C(=O)OC)/F Methyl (Z)-1-(4-amino-2-fluorobut-2-en-1-yl)-4-(3-((3,3-difluoropyrrolidin-1-yl)sulfonyl)phenyl)-1H-benzo[d][1,2,3]triazol-6-carboxylate Hydrochloride